(2S,4R)-4-fluoro-N-(6-(trifluoromethyl)pyridin-2-yl)pyrrolidine-2-carboxamide hydrochloride Cl.F[C@@H]1C[C@H](NC1)C(=O)NC1=NC(=CC=C1)C(F)(F)F